FC1=NC=NC2=C1N(C=1C=CC(=CC21)CN(C)C)CC(F)(F)F 1-[4-fluoro-5-(2,2,2-trifluoroethyl)pyrimido[5,4-b]indol-8-yl]-N,N-dimethyl-methanamine